rac-(1s,2s,5r)-6-benzyl-N-tert-butyl-3-oxa-6-azabicyclo[3.1.1]heptane-2-carboxamide C(C1=CC=CC=C1)N1[C@H]2CO[C@@H]([C@@H]1C2)C(=O)NC(C)(C)C |r|